N-(1-ethyl-4,4-dimethylpyrrolidin-3-yl)-4-(1H-imidazol-1-yl)picolinamide C(C)N1CC(C(C1)(C)C)NC(C1=NC=CC(=C1)N1C=NC=C1)=O